NC(C(=O)N(C(O)=O)C)CN (2,3-diaminopropanoyl)methylcarbamic acid